C(N)(OC1=CC=CC=C1)=N monophenyl carbamimidate